6-(2,4-Dioxo-1,3,8-triazaspiro[4.5]dec-8-yl)nicotinic acid methyl ester COC(C1=CN=C(C=C1)N1CCC2(C(NC(N2)=O)=O)CC1)=O